N,N-dimethyl-N-ethylamine N-oxide C[N+](CC)(C)[O-]